methanesulfonic acid (1-(4-(1-(tetrahydro-2H-pyran-2-yl)-1H-pyrazol-4-yl)phenyl)piperidine-4-yl)methyl ester O1C(CCCC1)N1N=CC(=C1)C1=CC=C(C=C1)N1CCC(CC1)COS(=O)(=O)C